2-(glycoloylamino)-2-(4-methoxyphenyl)-N-(4-(trimethylsilyl)phenyl)acetamide C(CO)(=O)NC(C(=O)NC1=CC=C(C=C1)[Si](C)(C)C)C1=CC=C(C=C1)OC